2-(4-(3-(1-(5-chloropyrimidin-2-yl)piperidin-4-yl)propoxy)-2-fluorophenyl)-1-(5-((2S,3S,4R)-2,3,4,5-tetrahydroxypentyl)-2,5-diazabicyclo[4.1.0]heptan-2-yl)ethan-1-one ClC=1C=NC(=NC1)N1CCC(CC1)CCCOC1=CC(=C(C=C1)CC(=O)N1C2CC2N(CC1)C[C@@H]([C@@H]([C@@H](CO)O)O)O)F